C(C)(C)(C)OC(=O)N1CCC(CC1)N1N=C2C(=N1)C=C(C=C2F)C=2C=C(C=1N(N2)C=C(N1)C)C(F)F 4-[6-[8-(difluoromethyl)-2-methyl-imidazo[1,2-b]pyridazin-6-yl]-4-fluoro-benzotriazol-2-yl]piperidine-1-carboxylic acid tert-butyl ester